(S)-N-(8,9-difluoro-6-oxo-1,4,5,6-tetrahydro-2H-pyrano[3,4-c]isoquinolin-1-yl)-3,4,5-trifluoro-N-methylbenzamide FC=1C(=CC=2C3=C(NC(C2C1)=O)COC[C@H]3N(C(C3=CC(=C(C(=C3)F)F)F)=O)C)F